P(O)(=O)(OP(=O)(O)OP(=O)(O)O)OC[C@@H]1[C@H]([C@H]([C@@H](O1)C1=CN(C(=O)NC1=O)CC(C(F)(F)F)(F)F)O)O 1-(2,2,3,3,3-pentafluoropropyl)pseudouridine triphosphate